[Al].[Zn].[Ca].[Al].[Mg].ClC1=CC(=CC(=N1)N1CCN(CC1)S(=O)(=O)C1=CC=C2C=CN(C2=C1)C(C)=O)C(F)(F)F 1-[6-[4-[6-chloro-4-(trifluoromethyl)-2-pyridinyl]piperazin-1-yl]sulfonylindol-1-yl]ethanone magnesium-aluminum calcium-zinc-aluminum